7-chloro-5-[2-(5-chloro-2-oxospiro[indoline-3,4'-piperidin]-1'-yl)ethoxy]-1-(3-hydroxy-3-methylcyclobutyl)-1,3-dihydro-2H-1,3-benzimidazol-2-one ClC1=CC(=CC2=C1N(C(N2)=O)C2CC(C2)(C)O)OCCN2CCC1(CC2)C(NC2=CC=C(C=C21)Cl)=O